N,N'-bis[4-bis(m-tolyl)aminophenyl]-N,N'-diphenyl-benzidine C1(=CC(=CC=C1)N(C1=CC=C(C=C1)N(C1=CC=C(C=C1)C1=CC=C(N(C2=CC=CC=C2)C2=CC=C(C=C2)N(C=2C=C(C=CC2)C)C=2C=C(C=CC2)C)C=C1)C1=CC=CC=C1)C=1C=C(C=CC1)C)C